copper-lead-tin alloyl-carbon C(C=C)(=O)[C].[Sn].[Pb].[Cu]